S1N=CC(=C1)C1=CC=C2C=CC(=NC2=C1)N 7-(isothiazol-4-yl)quinolin-2-amine